N(=C=O)CC1(CC(CC(C1)(C)C)N=C=O)C 3-isocyanatomethyl-3,5,5-trimethyl-cyclohexylisocyanate